ClC1=CC(=C(C=C1)NC(=O)NC1=CC(=C(C=C1)OCCN(C)C)C=1N(N=CC1)C)O 1-(4-Chloro-2-hydroxy-phenyl)-3-[4-(2-dimethylamino-ethoxy)-3-(2-methyl-2H-pyrazol-3-yl)-phenyl]-urea